CC1=C(C2=C(N1)C=CC(=C2)O)CCN 2-methylserotonin